[4-(methoxymethyl)-2-furyl]methanone COCC=1C=C(OC1)C=O